FC(CNC)(F)C=1C(=C(C=CC1)[C@@H](C)NC(=O)C1=NN(C(C=C1)=O)C1=C(C=CC=C1)F)F N-[(1R)-1-[3-[1,1-difluoro-2-(methylamino)ethyl]-2-fluoro-phenyl]ethyl]-1-(2-fluorophenyl)-6-oxo-pyridazine-3-carboxamide